C(C)(C)(C)C1=C(C=C(C=C1)CC(=O)NC1=CC(=NC=C1)C(=O)NC1(COCC1)CO)O 4-[[2-(4-Tert-butyl-3-hydroxy-phenyl)acetyl]amino]-N-[3-(hydroxymethyl)tetrahydrofuran-3-yl]pyridine-2-carboxamide